N1CC(CC1)CNC1COCC1 N-(pyrrolidin-3-ylmethyl)tetrahydrofuran-3-amine